((2S,3R,4R)-4-(4-(tert-butyl)benzyl)-2-(3,4-dimethoxyphenyl)tetrahydro-furan-3-yl) methyl-2-methylbut-2-enoate CC(=C(C(=O)O[C@H]1[C@@H](OC[C@H]1CC1=CC=C(C=C1)C(C)(C)C)C1=CC(=C(C=C1)OC)OC)C)C